undecyl levulinate C(CCC(=O)C)(=O)OCCCCCCCCCCC